methyl 4-(5-bromoimidazo[2,1-b][1,3,4]thiadiazol-2-yl)benzoate BrC1=CN=C2SC(=NN21)C2=CC=C(C(=O)OC)C=C2